FC1(CCC(CC1)C(=O)N[C@@H](CCN1[C@@H]2CC(C[C@H]1CC2)N2C(=NN=C2C(C)C)C)C2=CC=CC=C2)F difluoro-N-[(1S)-3-[(1S,5R)-3-(3-methyl-5-propan-2-yl-1,2,4-triazol-4-yl)-8-azabicyclo[3.2.1]octan-8-yl]-1-phenylpropyl]cyclohexane-1-carboxamide